FC=1C=C(C(=NC1)C1(C=C(C(C(C1)(C)C)=O)C#N)OC)C=1C(N(C=CC1)C)=O 3-[5-fluoro-3-(1-methyl-2-oxo-3-pyridyl)-2-pyridyl]-3-methoxy-5,5-dimethyl-6-oxo-cyclohexene-1-carbonitrile